C(CCC)C1(CS(C2=C(N(C1)C1=CC=C(C=C1)F)C=C(C(=C2)C(=O)OC)OC)(=O)=O)CCCC methyl 3,3-dibutyl-5-(4-fluorophenyl)-7-methoxy-2,3,4,5-tetrahydro-1,5-benzothiazepine-8-carboxylate 1,1-dioxide